4,6-diamino-2-phenylindole-lactate NC=1C2=CC(N=C2C=C(C1)N)(CC(C(=O)[O-])O)C1=CC=CC=C1